COC=1C=C(C=CC1)C1=NN=C(O1)C(=O)N 5-(3-methoxyphenyl)-1,3,4-oxadiazole-2-carboxamide